4-(4-chloro-3-fluorophenyl)thiazol-2-amine ClC1=C(C=C(C=C1)C=1N=C(SC1)N)F